FC(C(C(F)(F)F)(O)C1=CC=C(C=C1)C1=CC=C(C=C1)CN1[C@@H](CN(CC1)CC1=CC=NC=C1)C(=O)NC(C)C)(F)F (S)-1-((4'-(1,1,1,3,3,3-hexafluoro-2-hydroxypropan-2-yl)-[1,1'-biphenyl]-4-yl)methyl)-N-isopropyl-4-(pyridin-4-ylmethyl)piperazine-2-carboxamide